FC1(CCN(CC1)C1=NC2=C(C=C(C=C2C(N1C)=O)C(F)(F)F)\C(\C)=N/[S@](=O)C(C)(C)C)F (R,Z)-N-(1-(2-(4,4-difluoropiperidin-1-yl)-3-methyl-4-oxo-6-(trifluoromethyl)-3,4-dihydroquinazolin-8-yl)ethylidene)-2-methylpropane-2-sulfinamide